N2-[3-chloro-2-(4-methylpiperazino)pyridin-5-yl]-5-methyl-N4-(2-oxo-2,3-dihydro-1,3-benzoxazol-5-yl)-2,4-pyrimidinediamine ClC=1C(=NC=C(C1)NC1=NC=C(C(=N1)NC=1C=CC2=C(NC(O2)=O)C1)C)N1CCN(CC1)C